N1N=CC(=C1)C1=CC2=C(N(C=N2)C2=CC=C(C=C2)CC(=O)NC2=CC(=NO2)C2=C(C=CC=C2)Cl)C=C1 2-(4-(5-(1H-pyrazol-4-yl)-1H-benzo[d]imidazol-1-yl)phenyl)-N-(3-(2-chlorophenyl)isoxazol-5-yl)acetamide